N-(2-hydroxyethyl)-1-methyl-2-((6-(trifluoro-methoxy)benzo[d]-oxazol-2-yl)amino)-1H-benzo[d]imidazole-5-carboxamide OCCNC(=O)C1=CC2=C(N(C(=N2)NC=2OC3=C(N2)C=CC(=C3)OC(F)(F)F)C)C=C1